tert-Butyl ((S)-(7-((R*)-1-(((S)-tert-butylsulfinyl)amino)-2-methylallyl)imidazo[1,2-b]pyridazin-2-yl)(4,4-difluorocyclohexyl)methyl)carbamate C(C)(C)(C)[S@](=O)N[C@H](C(=C)C)C1=CC=2N(N=C1)C=C(N2)[C@H](C2CCC(CC2)(F)F)NC(OC(C)(C)C)=O |o1:7|